2-{5-[Methyl(1-methylpiperidin-4-yl)amino][1,3]thiazolo[5,4-d][1,3]thiazol-2-yl}-5-(1H-pyrazol-4-yl)phenol Hydrochlorid Cl.CN(C=1SC2=C(N1)SC(=N2)C2=C(C=C(C=C2)C=2C=NNC2)O)C2CCN(CC2)C